oxa[4,6,8]triazacycloundecine O1C=CN=CN=CN=CC=C1